7-(3,5-difluorophenyl)-5-isobutyl-5,6,7,8-tetrahydro-2,7-naphthyridine-3-carboxylic acid FC=1C=C(C=C(C1)F)N1CC(C=2C=C(N=CC2C1)C(=O)O)CC(C)C